ClC1=C(C=CC(=C1OC1=CC=2C=3N(C=NC2C=C1)CCCN3)[N+](=O)[O-])NS(=O)(=O)CCCF N-(2-chloro-3-((3,4-dihydro-2H-pyrimido[1,2-c]quinazolin-10-yl)oxy)-4-nitrophenyl)-3-fluoropropane-1-sulfonamide